(3-fluoro-4-methoxyphenyl)-3-(3,4,5-trimethoxyphenyl)-2H-azepine FC=1C=C(C=CC1OC)C1N=CC=CC=C1C1=CC(=C(C(=C1)OC)OC)OC